(S)-2-(3,5-difluorophenyl)-1-(3-(4-methoxyphenyl)pyridin-2-yl)ethanamine hydrochloride salt Cl.FC=1C=C(C=C(C1)F)C[C@H](N)C1=NC=CC=C1C1=CC=C(C=C1)OC